BrC(=CC1=CC=CC=C1)S(=O)(=O)O bromostyrenesulfonic acid